C(=O)C1=CC(=C(C=C1)N1CCN(CC1)C(=O)OCCCC)C(F)(F)F butyl 4-(4-formyl-2-(trifluoromethyl)phenyl)piperazine-1-carboxylate